C(C=CCCCC(=O)N)(=O)N hept-2-enediamide